3-(2,6-dioxopiperidin-3-yl)imidazo[1,2-a]pyridin-8-yl sulfurofluoridate S(OC=1C=2N(C=CC1)C(=CN2)C2C(NC(CC2)=O)=O)(=O)(=O)F